O(S(=O)(=O)C(F)(F)F)[Si](C1=CC=CC=C1)(C1=CC=CC=C1)C(C)(C)C tert-butyldiphenylsilyl triflate